C(=CC1=CC=CC=C1)C1=CC=2C(C3=CC=CC=C3C(C2C=C1)=O)=O 2-styryl-9,10-anthraquinone